ClC1=CC=CC(=N1)C=1N(C=CC1)C(=O)OC(C)(C)C tert-butyl 2-(6-chloropyridin-2-yl)-1H-pyrrole-1-carboxylate